N1=C(N=CC=C1)O[C@H]1CC[C@H](CC1)O (cis)-4-pyrimidin-2-yloxy-cyclohexanol